tert-butyl (R)-4-((R)-3-((tert-butoxycarbonyl)(methyl)amino)pyrrolidin-1-yl)-2-chloro-7-cyclopropyl-6,7-dihydro-8H-pyrimido[5,4-b][1,4]oxazine-8-carboxylate C(C)(C)(C)OC(=O)N([C@H]1CN(CC1)C1=NC(=NC2=C1OC[C@H](N2C(=O)OC(C)(C)C)C2CC2)Cl)C